3-amino-1-(4-(aminomethyl)phenyl)-4-cyclopentyl-1H-pyrrole-2-carboxamide NC1=C(N(C=C1C1CCCC1)C1=CC=C(C=C1)CN)C(=O)N